FC=1C=NC(=NC1)C1CN(C1)[C@H]1[C@H](CCCC1)OC=1C=C2CN(C(C2=CC1)=O)C1C(NC(CC1)=O)=O 3-(5-(((1S,2R)-2-(3-(5-fluoro-pyrimidin-2-yl)azetidin-1-yl)cyclohexyl)oxy)-1-oxoisoindolin-2-yl)piperidine-2,6-dione